OC=1C=C(C=C2C(N(C(N(C2=O)C)=O)C)=O)C=CC1O 5-(3,4-Dihydroxybenzylidene)-1,3-dimethylpyrimidine-2,4,6(1H,3H,5H)-trione